C(C)(C)OC(=O)NC12CCC(CC1)(CC2)C(=O)O 4-(Isopropoxycarbonylamino)bicyclo[2.2.2]octane-1-carboxylic acid